7-(azetidin-3-yl)-2-[4-(2,4-difluorophenoxy)phenyl]-4,5,6,7-tetrahydro-2H-pyrazolo[3,4-b]pyrazine-3-carboxamide N1CC(C1)N1C=2C(NCC1)=C(N(N2)C2=CC=C(C=C2)OC2=C(C=C(C=C2)F)F)C(=O)N